[Br-].C[P+](OC1=CC=CC=C1)(OC1=CC=CC=C1)OC1=CC=CC=C1 methyl-triphenoxyphosphonium bromide